(3-(1H-tetrazol-5-yl)propyl)-2-(5-bromo-3,3-dimethyl-2-oxoindolin-1-yl)acetamide N1N=NN=C1CCCC(C(=O)N)N1C(C(C2=CC(=CC=C12)Br)(C)C)=O